2-[6-(1,2,2,6,6-pentamethyl-piperidin-4-yloxy)-pyridazin-3-yl]-5-pyrazol-1-yl-phenol CN1C(CC(CC1(C)C)OC1=CC=C(N=N1)C1=C(C=C(C=C1)N1N=CC=C1)O)(C)C